N=C(CSC1[C@@H](O)[C@@H](O)[C@H](O)[C@H](O1)CO)NCCSCCCOCCCSCCNC(CN(CCN(CCN(CC(=O)O)CC(=O)O)CC(=O)O)CC(=O)O)=O 17-carboxy-10,13,16-tris(carboxymethyl)-8-oxo-4-thia-7,10,13,16-tetraazaheptadec-1-yl 3-[[2-[[1-imino-2-(D-mannopyranosylthio)ethyl]amino]ethyl]thio]propyl ether